lithium pyridine-formate N1=C(C=CC=C1)C(=O)[O-].[Li+]